7-chloro-1,2,3,4-tetrahydro-5H-benzo[b]azepin-5-one ClC1=CC2=C(NCCCC2=O)C=C1